(4-((4-methoxybenzyl)oxy)-2-methylpyridin-3-yl)pyrimidin-4-amine COC1=CC=C(COC2=C(C(=NC=C2)C)C2=NC=CC(=N2)N)C=C1